CC1(CCC1)NC(C)C=1C=C(C(=NC1)N)C(F)(F)F 5-(1-((1-methylcyclobutyl)amino)ethyl)-3-(trifluoromethyl)pyridin-2-amine